tert-butyl ((S)-1-(((S)-1-cyclohexyl-2-(4-(2-methyl-1H-indole-5-carbonyl)piperazin-1-yl)-2-oxoethyl)amino)-1-oxopropan-2-yl)(methyl)carbamate C1(CCCCC1)[C@@H](C(=O)N1CCN(CC1)C(=O)C=1C=C2C=C(NC2=CC1)C)NC([C@H](C)N(C(OC(C)(C)C)=O)C)=O